(4-aminopentan-2-yl)(4-((4-aminopentan-2-yl)amino)butyl)carbamic acid NC(CC(C)N(C(O)=O)CCCCNC(C)CC(C)N)C